8-tert-butyl-2-chloromethyl-1,4-dioxaspiro(4.5)decane C(C)(C)(C)C1CCC2(OCC(O2)CCl)CC1